ClC1=NC(=C2C(=N1)NN=C2)N 6-chloropyrazolo[3,4-d]pyrimidin-4-amine